FC1=CC(=CC2=C1N=CS2)C(=O)OC methyl 4-fluoro-1,3-benzothiazole-6-carboxylate